4-hydroxy-6-(2-methylpropyl)pyridazin-3(2H)-one OC=1C(NN=C(C1)CC(C)C)=O